ClC=1C=C(C=CC1Cl)NCC1=CC(=C(C=C1)NC(CCC)=O)C N-{4-[(3,4-dichlorophenylamino)methyl]-2-methylphenyl}butyramide